CC=1C=CC=2N(C3=CC=CC=C3C2C1)C=1C(=C(C=CC1)C1=CC(=C(C=C1)C#N)C1=CC=CC=C1)N1C2=CC=CC=C2C=2C=C(C=CC12)C bis(3-methyl-9H-carbazol-9-yl)-[1,1':3',1''-terphenyl]-4'-carbonitrile